N6-hydroxy-8-azaadenosine ONC=1C=2N=NN([C@H]3[C@H](O)[C@H](O)[C@@H](CO)O3)C2N=CN1